4-(ethylsulfanyl)-2-(6-azaspiro[2.5]octane-6-yl)benzamide C(C)SC1=CC(=C(C(=O)N)C=C1)N1CCC2(CC2)CC1